6-acetyl-2-(2-bromo-4-chlorophenylmethyl)-3-(4-chlorophenyl)-3-((1-(hydroxymethyl)cyclopropyl)methoxy)isoindolin-1-one C(C)(=O)C1=CC=C2C(N(C(C2=C1)=O)CC1=C(C=C(C=C1)Cl)Br)(OCC1(CC1)CO)C1=CC=C(C=C1)Cl